C(C1=CC=NC=C1)NN=CC1=C(C(=NC=C1CO)C)O.[Ga] gallium pyridoxal isonicotinyl hydrazone